(2S)-2-amino-3-(6-bromo-1,3-benzooxazol-2-yl)-N-(1-cyanocyclopropyl)propanamide N[C@H](C(=O)NC1(CC1)C#N)CC=1OC2=C(N1)C=CC(=C2)Br